N[C@@H]1C[C@H](CC1)N1C=CC2=C(C=C(C=C12)S(=O)(=O)C=1C=CC(=C2C(N(C(NC12)=O)O)=O)Cl)F 8-((1-((1S,3S)-3-aminocyclopentyl)-4-fluoro-1H-indol-6-yl)sulfonyl)-5-chloro-3-hydroxyquinazoline-2,4(1H,3H)-dione